N,N-dimethyl-3-methoxy-propionamide CN(C(CCOC)=O)C